9'-Hydroxy-1-hexadecylspiro[indolin-2,3'-(3H)-naphtho(2,1-b)-1,4-oxazin] OC1=CC=C2C=CC=3OC4(C=NC3C2=C1)N(C1=CC=CC=C1C4)CCCCCCCCCCCCCCCC